1-(5-(tert-butyl)isoxazol-3-yl)-3-(2-fluoro-4-(imidazo[1,2-a]pyridine-3-carbonyl)phenyl)urea C(C)(C)(C)C1=CC(=NO1)NC(=O)NC1=C(C=C(C=C1)C(=O)C1=CN=C2N1C=CC=C2)F